(S)-1,1,1-trifluoropropan-2-ol FC([C@H](C)O)(F)F